1,3-dimethylimidazolidone CN1CCN(C1=O)C